FC(C)(S(=O)(=O)C=1C=NC(=CC1)OC)C1CCN(CC1)C(=O)NC1=CN=NC=C1 4-(1-fluoro-1-((6-methoxypyridin-3-yl)sulfonyl)ethyl)-N-(pyridazin-4-yl)piperidine-1-carboxamide